((2S,5R)-2-((((S)-4,4-difluoropyrrolidin-2-yl)methoxy)carbamoyl)-3-methyl-7-oxo-1,6-diazabicyclo[3.2.1]oct-3-en-6-yl)oxyl-2-fluoroacetate TFA salt OC(=O)C(F)(F)F.FC1(C[C@H](NC1)CONC(=O)[C@H]1N2C(N([C@H](C=C1C)C2)OC(C(=O)O)F)=O)F